C(C)(C)OC1=C(C=CC=C1)CN (2-(isopropyloxy)phenyl)methylamine